CC=1C(=CC(=C(CN[C@@H](CO)C(=O)O)C1)OCC=1C=NC=CC1)OCC1=C(C(=CC=C1)C1=C2CCN(C2=CC=C1)CCCN1CC(CC1)O)C N-(5-methyl-2-((pyridin-3-yl)methoxy)-4-(3-(1-(3-(3-hydroxypyrrolidine-1-yl)propyl)indolin-4-yl)-2-methylbenzyloxy)benzyl)-L-serine